potassium tertiary butyloxide C(C)(C)(C)OC(C)(C)C.[K]